tert-butyl 4-(piperidine-4-carbonyl)piperazine-1-carboxylate N1CCC(CC1)C(=O)N1CCN(CC1)C(=O)OC(C)(C)C